bis(2,6-dimethylphenylsulfanyl)silane CC1=C(C(=CC=C1)C)S[SiH2]SC1=C(C=CC=C1C)C